BrC=1C(=NC=CC1)C(=O)N(C)OC 3-bromo-N-methoxy-N-methylpicolinamide